8-(2-(4H-1,2,4-triazol-4-yl)ethoxy)-N-(2-((3R,4S)-3-fluoro-4-methoxypiperidin-1-yl)pyrimidin-4-yl)-5-isopropylisoquinolin-3-amine N=1N=CN(C1)CCOC=1C=CC(=C2C=C(N=CC12)NC1=NC(=NC=C1)N1C[C@H]([C@H](CC1)OC)F)C(C)C